F[Sb-](F)(F)(F)(F)F.C1(=CC=CC=C1)SC1=CC=C(C=C1)[S+](C1=CC=CC=C1)C1=CC=CC=C1 p-(phenylthio)phenyldiphenylsulfonium hexafluoroantimonate